(S)-3-Methoxy-5-((4-(4,4,5,5-tetramethyl-1,3,2-dioxaborolan-2-yl)-2,3-dihydro-1H-inden-1-yl)amino)-6-(trifluoromethyl)pyrazine-2-carbaldehyde COC=1C(=NC(=C(N1)N[C@H]1CCC2=C(C=CC=C12)B1OC(C(O1)(C)C)(C)C)C(F)(F)F)C=O